N-(4-(2-isopropylphenyl)-1-methyl-1H-imidazo[4,5-c]pyridin-6-yl)-N-methylbenzenesulfonamide C(C)(C)C1=C(C=CC=C1)C1=NC(=CC2=C1N=CN2C)N(S(=O)(=O)C2=CC=CC=C2)C